BrC1=CC=C(N=N1)N1C[C@@H](N(CC1)C(=O)OC(C)(C)C)C(C)C tert-butyl (S)-4-(6-bromopyridazin-3-yl)-2-isopropylpiperazine-1-carboxylate